isopropyl-4-mesitylbenzothiazol-2-amine C(C)(C)C=1C=CC2=C(N=C(S2)N)C1C1=C(C=C(C=C1C)C)C